methyl 3-(3-acetylthioureido)-5-methylbenzoate C(C)(=O)NC(NC=1C=C(C(=O)OC)C=C(C1)C)=S